C(C)(C)C1=C(C=CC=C1)C1N(CCN(C1)C1CCCC2=CC=CC=C12)C1CC2(C1)CCN(CC2)C2=CC=C(C(=O)N)C=C2 4-(2-(2-(2-isopropylphenyl)-4-(1,2,3,4-tetrahydronaphthalen-1-yl)piperazin-1-yl)-7-azaspiro[3.5]nonan-7-yl)benzamide